(1S)-1-(4-chlorophenyl)-7-isopropoxy-6-methoxy-2-[4-[methyl(4-piperidylmethyl)amino]phenyl]-1,4-dihydroisoquinolin-3-one ClC1=CC=C(C=C1)[C@@H]1N(C(CC2=CC(=C(C=C12)OC(C)C)OC)=O)C1=CC=C(C=C1)N(CC1CCNCC1)C